ClC=1C(=C(CNC(=O)[C@]2(C=3C=CC=NC3[C@H](CC2)O)F)C=CC1)F (5S,8S)-N-(3-chloro-2-fluorobenzyl)-5-fluoro-8-hydroxy-5,6,7,8-tetra-hydroquinoline-5-carboxamide